(S)-3-amino-2-((tert-butoxycarbonyl)amino)propionic acid NC[C@@H](C(=O)O)NC(=O)OC(C)(C)C